C(C)(C)(C)OC(=O)N1CC(CC1)NC=1C(=NC=CC1)N 3-((2-aminopyridin-3-yl)amino)pyrrolidine-1-carboxylic acid tert-butyl ester